ClC1=CC=C(C=C1)N(C(=O)C=1C=CC=2N(C1)C(=CN2)C2=CC=C(C=C2)NC(OC)=O)C2CC2 methyl N-[4-[6-[(4-chlorophenyl)-cyclopropyl-carbamoyl]imidazo[1,2-a]pyridin-3-yl]phenyl]carbamate